N-(4-((4-(4-(2,4-dioxotetrahydropyrimidin-1(2H)-yl)benzyl)piperazin-1-yl)methyl)-3-(trifluoromethyl)phenyl)-3-(imidazo[1,2-b]pyridazin-3-ylethynyl)-4-methylbenzamide O=C1N(CCC(N1)=O)C1=CC=C(CN2CCN(CC2)CC2=C(C=C(C=C2)NC(C2=CC(=C(C=C2)C)C#CC2=CN=C3N2N=CC=C3)=O)C(F)(F)F)C=C1